1-(3-(6-(4-fluorophenyl)-2-(1-methyl-1H-pyrazol-3-yl)pyridin-3-yl)pyrrolidin-1-yl)ethan-1-one FC1=CC=C(C=C1)C1=CC=C(C(=N1)C1=NN(C=C1)C)C1CN(CC1)C(C)=O